C(C)SC=1C=C(C(=O)OCC)C=CC1 ethyl 3-ethylsulfanylbenzoate